BrC1=C2C=C(N(C2=CC=C1)C1CCN(CC1)CC1CCN(CC1)C(=O)[O-])C 4-((4-(4-bromo-2-methyl 1H-indol-1-yl)piperidin-1-yl)methyl)piperidine-1-carboxylate